BrC=1N=C2C(=C(C(N(C2=CC1)C)=O)C#N)N1CCN(CC1)CC1=C(C=CC=C1)NS(=O)(=O)C N-(2-((4-(6-bromo-3-cyano-1-methyl-2-oxo-1,2-dihydro-1,5-naphthyridin-4-yl)piperazin-1-yl)methyl)phenyl)methanesulfonamide